N1=CC(=C2N1C=CC=C2)C(=O)Cl Pyrazolo[1,5-a]pyridine-3-carbonyl chloride